OC1=C(C=C(C=C1)NC(C1=CC=C(C=C1)CCC)=O)S(=O)(=O)C N-(4-hydroxy-3-(methylsulfonyl)phenyl)-4-propylbenzamide